3-bromo-1-[tris(propan-2-yl)silyl]-1H-pyrrole BrC1=CN(C=C1)[Si](C(C)C)(C(C)C)C(C)C